ClC=1C=C(C=CC1Cl)N1CCNCC1 3,4-dichlorophenyl-piperazine